BrC1=NNN=C1 4-bromo-2H-1,2,3-triazole